3-(2-(Piperidin-1-yl)ethyl)-6-(2-(thiophen-3-yl)-1H-benzo[d]imidazol-6-yl)quinazolin-4(3H)-one N1(CCCCC1)CCN1C=NC2=CC=C(C=C2C1=O)C=1C=CC2=C(NC(=N2)C2=CSC=C2)C1